BrC1=C2C=NN(C2=CC2=C1C(CCC2)(O)C#C[Si](C(C)C)(C(C)C)C(C)C)C2OCCCC2 4-bromo-1-(tetrahydro-2H-pyran-2-yl)-5-((triisopropylsilyl)ethynyl)-5,6,7,8-tetrahydro-1H-benzo[f]indazol-5-ol